Tert-butyl 3-(2-fluoro-4-nitrophenyl)-3,8-diazabicyclo[3.2.1]octane-8-carboxylate FC1=C(C=CC(=C1)[N+](=O)[O-])N1CC2CCC(C1)N2C(=O)OC(C)(C)C